4-((2-(2,6-dioxopiperidin-3-yl)-1-oxoisoindolin-4-yl)amino)butanoic acid O=C1NC(CCC1N1C(C2=CC=CC(=C2C1)NCCCC(=O)O)=O)=O